C(C)N1C(NC2=C(C(=CC=C2C1=O)CN1CCN(CC1)C=1C=CC(=NC1C)C(=O)NC)F)=O 5-(4-((3-ethyl-8-fluoro-2,4-dioxo-1,2,3,4-tetrahydroquinazolin-7-yl)methyl)piperazin-1-yl)-N,6-dimethylpyridineamide